quinolin-8-yl [3-(4,4-dimethyl-4,5-dihydro-1,3-oxazol-2-yl)phenyl](3-fluorophenyl)borinate CC1(N=C(OC1)C=1C=C(C=CC1)B(OC=1C=CC=C2C=CC=NC12)C1=CC(=CC=C1)F)C